C12CN(CC(CC1)N2)C=2N=C(C(=C1C(=C(N=CC21)C2=CC(=CC1=C(C=CC(=C21)C#C)F)O)F)C)C 4-[8-(3,8-diazabicyclo[3.2.1]octan-3-yl)-4-fluoro-5,6-dimethyl-2,7-naphthyridin-3-yl]-5-ethynyl-8-fluoro-naphthalen-2-ol